COC=1C=C(C=O)C=C(C1)OCC1=CC=CC=C1 3-methoxy-5-benzyloxybenzaldehyde